Iron-Zinc [Zn].[Fe]